C1(=CCCCC1)C=1C(=NN2C1NC(=C(C2=O)C2=CC=C(C=C2)OC)O)C2=NC=CC=C2 3-(cyclohex-1-en-1-yl)-5-hydroxy-6-(4-methoxyphenyl)-2-(pyridin-2-yl)pyrazolo[1,5-a]pyrimidin-7(4H)-one